C1OCC12CN(C2)CCOCCN2C1=C(OC3=C2N=CC(=C3)C=3C=C2C=NNC2=CC3)C=C(C=N1)C=1C=C3C=NNC3=CC1 10-(2-(2-(2-oxa-6-azaspiro[3.3]heptan-6-yl)ethoxy)ethyl)-3,7-di(1H-indazol-5-yl)-10H-dipyrido[3,2-b:2',3'-e][1,4]oxazine